Dec-9-en-1-yl alcohol C(CCCCCCCC=C)O